OC[C@]1(CC=2C(=NC(=C(C2)NC(=O)C=2C=NN3C2N=CC=C3)N3CCOCC3)O1)C (R)-N-(2-(hydroxymethyl)-2-methyl-6-morpholino-2,3-dihydrofuro[2,3-b]pyridin-5-yl)pyrazolo[1,5-a]pyrimidine-3-carboxamide